C(C)NC(=O)C1C(C2=CC=C(C=C2C1=O)C(=O)C=1C=C2C(C(C(C2=CC1)=O)C(NCC)=O)=O)=O N-ethyl-5-[2-(ethylcarbamoyl)-1,3-dioxo-2,3-dihydro-1H-indene-5-carbonyl]-1,3-dioxo-2,3-dihydro-1H-indene-2-carboxamide